C(#N)C1=CC(=C(C=C1)[C@H]1OC2=CC=CC(=C2CC1)N1CCN(CC1)CC1=NC2=C(N1C[C@H]1OCC1)C=C(C=C2)C(=O)O)F 2-((4-((S)-2-(4-cyano-2-fluorophenyl)chroman-5-yl)piperazin-1-yl)methyl)-1-(((S)-oxetan-2-yl)methyl)-1H-benzo[d]imidazole-6-carboxylic acid